FC1=CC=C(C=C1)C(C)C1=C(N=C(C(=N1)C(=O)N1CCCC1)C)NCCN1CCCC1 (6-(1-(4-fluorophenyl)ethyl)-3-methyl-5-((2-(pyrrolidin-1-yl)ethyl)amino)pyrazin-2-yl)(pyrrolidin-1-yl)methanone